(E)-3-[3-[(7-Chloroquinolin-4-yl)amino]phenyl]-1-[4-(oxan-2-yloxy)phenyl]prop-2-en-1-one ClC1=CC=C2C(=CC=NC2=C1)NC=1C=C(C=CC1)/C=C/C(=O)C1=CC=C(C=C1)OC1OCCCC1